N-((3-(1H-pyrazol-5-yl)phenyl)(6-fluoro-5-isopropylpyridin-2-yl)methyl)-2-methylpropane-2-sulfinamide N1N=CC=C1C=1C=C(C=CC1)C(NS(=O)C(C)(C)C)C1=NC(=C(C=C1)C(C)C)F